IC1=CN2C=C(N=C2C(=C1)C(F)(F)F)C1CC(C1)(O)C (trans)-3-[5-iodo-7-(trifluoromethyl)-1,3a-diaza-2-indenyl]-1-methylcyclobutanol